(2-methyl[1,1'-biphenyl]-3-yl)methyl (1R,3R)-rel-3-[(1Z)-2-chloro-3,3,3-trifluoro-1-propenyl]-2,2-dimethylcyclopropanecarboxylate Cl\C(=C/[C@@H]1C([C@@H]1C(=O)OCC=1C(=C(C=CC1)C1=CC=CC=C1)C)(C)C)\C(F)(F)F |o1:3,5|